tert-butyl 3-[[2-fluoro-4-(trifluoromethylsulfanyl)phenyl]methoxy]azetidine-1-carboxylate FC1=C(C=CC(=C1)SC(F)(F)F)COC1CN(C1)C(=O)OC(C)(C)C